3-(4-fluorophenyl)-2-phenylquinazolin-4(3H)-one FC1=CC=C(C=C1)N1C(=NC2=CC=CC=C2C1=O)C1=CC=CC=C1